(2s,4s)-2-methyl-4-(methylamino)piperidine-1-carboxylic acid tert-butyl ester C(C)(C)(C)OC(=O)N1[C@H](C[C@H](CC1)NC)C